ClC1=C(C(=C(C(=N1)C#N)Cl)Cl)Cl tetrachloropyridinecarbonitrile